1-[5-(5-chloro-2-methoxypyridin-4-yl)-1H-pyrazole-3-carbonyl]-N-{1-methyl-2-oxabicyclo[2.1.1]hexan-4-yl}piperidine-4-carboxamide ClC=1C(=CC(=NC1)OC)C1=CC(=NN1)C(=O)N1CCC(CC1)C(=O)NC12COC(C1)(C2)C